3-Fluoro-4-(2-hydroxypropan-2-yl)-N'-(((R)-3-methyl-1,2,3,5,6,7-hexahydrodicyclopenta[b,e]pyridin-8-yl)carbamoyl)thiophene-2-sulfonimidamide FC1=C(SC=C1C(C)(C)O)S(=O)(N)=NC(NC1=C2C(=NC3=C1CCC3)[C@@H](CC2)C)=O